Boc-L-proline methyl ester COC([C@H]1N(CCC1)C(=O)OC(C)(C)C)=O